NC=1C=CC(=C(C1)O)N1N=CC=N1 5-amino-2-(2H-1,2,3-triazol-2-yl)phenol